FC(C(=O)O)(F)F.CS(=O)(=O)N1CC(CC1)C(CC#N)N1N=CC(=C1)C=1C2=C(N=CN1)NC=C2 3-[1-(methylsulfonyl)pyrrolidin-3-yl]-3-[4-(7H-pyrrolo[2,3-d]-pyrimidin-4-yl)-1H-pyrazol-1-yl]propanenitrile trifluoroacetate salt